FC1=CC=C(C=C1)C(C(=O)C)C1=CC=C(C=C1)F 1,1-bis(4-fluorophenyl)-acetone